NC1=C2C(=NC=N1)N(N=C2C2=CC=C(C=C2)CNC(C2=C(C=CC=C2)F)=O)[C@H]2CN(CCC2)C(=O)OC(C)(C)C tert-Butyl (3R)-3-[4-amino-3-[4-[[(2-fluorobenzoyl)amino]methyl]phenyl]pyrazolo[3,4-d]pyrimidin-1-yl]piperidine-1-carboxylate